(2S)-2-[1-(3,3-difluorocyclobutane-1-carbonyl)-1,2,3,4-tetrahydroquinolin-6-yl]-N-(4-fluorophenyl)propanamide FC1(CC(C1)C(=O)N1CCCC2=CC(=CC=C12)[C@@H](C(=O)NC1=CC=C(C=C1)F)C)F